S1C2=C(C(=C1)C=1C=C3C=4CCCC(C4NC3=CC1)N[C@H](C)C1=CC=CC=C1)C=CC=C2 6-(benzo[b]thiophen-3-yl)-N-((R)-1-phenylethyl)-2,3,4,9-tetrahydro-1H-carbazol-1-amine